(S)-2-amino-N,4-dimethylpentanamide HCl Cl.N[C@H](C(=O)NC)CC(C)C